2-methoxy-5-trifluoromethyl-pyridine COC1=NC=C(C=C1)C(F)(F)F